N1=NN=NC2=NC=3C4=NC5=CC=CC=C5C=C4C4=CC5=CC=CC=C5C=C4C3C=C12 Hexaazatrinaphthylen